tert-butyl (1R,4R)-5-[3-[3-[(4-methoxyphenyl) methyl]-2,4-dioxo-hexahydropyrimidin-1-yl]imidazo[1,2-a]pyridin-8-yl]-2,5-diazabicyclo[2.2.1]heptane-2-carboxylate COC1=CC=C(C=C1)CN1C(N(CCC1=O)C1=CN=C2N1C=CC=C2N2[C@H]1CN([C@@H](C2)C1)C(=O)OC(C)(C)C)=O